NC1=C2C(=NC=N1)N(N=C2C2=CC(=C(C=C2)NC(=O)NC2=CC(=NO2)C(C)(C)C)F)C 1-(4-(4-AMINO-1-METHYL-1H-PYRAZOLO[3,4-D]PYRIMIDIN-3-YL)-2-FLUOROPHENYL)-3-(3-(TERT-BUTYL)ISOXAZOL-5-YL)UREA